4-(3-(pyridin-4-ylmethyl)ureido)-N-(2-(trifluoromethyl)benzyl)benzamide N1=CC=C(C=C1)CNC(NC1=CC=C(C(=O)NCC2=C(C=CC=C2)C(F)(F)F)C=C1)=O